2-((2-fluoroethyl)amino)acetamide methyl-9-cyclohexyl-6-hydroxy-[1,2,4]triazolo[5,1-a]isoquinoline-5-carboxylate COC(=O)C=1N2C(C3=CC(=CC=C3C1O)C1CCCCC1)=NC=N2.FCCNCC(=O)N